t-butyl (R)-2-chloro-6-methyl-3-(4-(methylcarbamoyl)phenyl)-4-oxo-4,5,6,8-tetrahydropyrido[3,4-d]pyrimidine-7(3H)-carboxylate ClC=1N(C(C2=C(N1)CN([C@@H](C2)C)C(=O)OC(C)(C)C)=O)C2=CC=C(C=C2)C(NC)=O